C(C)OC=1C=CC2=C(C3=C(S2)C=CC(=C3)[C@@]3(CS(C(C(N3)=N)(C)C)(=O)=O)C)C1 (R)-5-(8-Ethoxydibenzo[b,d]thiophen-2-yl)-3-imino-2,2,5-trimethylthiomorpholine 1,1-dioxide